(6-Bromo-2-methoxypyridin-3-yl)methanol tert-Butyl-(R)-4-((3-((4-chloro-2-cyanophenoxy)methyl)phenyl)fluoromethyl)piperidine-1-carboxylate C(C)(C)(C)[C@@H]1N(CCC(C1)C(F)C1=CC(=CC=C1)COC1=C(C=C(C=C1)Cl)C#N)C(=O)OCC=1C(=NC(=CC1)Br)OC